FC1=C(C=CC=C1)NC(C(=O)N[C@H](C(=O)N[C@H](C(COC1=C(C(=CC(=C1F)F)F)F)=O)CCSC)CC(C)C)=O N1-(2-fluorophenyl)-N2-((S)-4-methyl-1-(((S)-5-(methylthio)-2-oxo-1-(2,3,5,6-tetrafluorophenoxy)pentan-3-yl)amino)-1-oxopentan-2-yl)oxalamide